FC1=NC=CC=C1 2-fluoropyridin